FC1=C(C(=CC=C1)C)N1CC(CC1)(C)N1C(NC=2C(C1)=CN(N2)C)=O 5-[1-(2-Fluoro-6-methyl-phenyl)-3-methylpyrrolidin-3-yl]-2-methyl-2,4,5,7-tetrahydro-pyrazolo[3,4-d]pyrimidin-6-one